Cl.CN(CCCN=C=NCC)C N-(3-dimethylaminopropyl)-N'-ethylcarbodiimide-hydrochloride